4-(5-(3-nitrophenyl)pyridin-2-yl)piperazine-1-carboxylic acid [N+](=O)([O-])C=1C=C(C=CC1)C=1C=CC(=NC1)N1CCN(CC1)C(=O)O